C(C=CCCCCCCCCCCCCCCCCCCCCC)(=O)OC[C@@H](OC(C=CCCCCCCCCCCCCCCCCCCCCC)=O)COP(=O)(O)OCC[N+](C)(C)C 1,2-di(tetracosenoyl)-sn-glycero-3-phosphorylcholine